cis-2-(5-(2-([2,2'-bipyrimidin]-5-yl)cyclopropyl)-2,3-difluorophenyl)-7-oxa-2-azaspiro[3.5]nonane N1=C(N=CC(=C1)[C@@H]1[C@@H](C1)C=1C=C(C(=C(C1)N1CC2(C1)CCOCC2)F)F)C2=NC=CC=N2